CN1N=CC=2N(C(CCCC21)=O)C 1,4-dimethyl-7,8-dihydropyrazolo[4,3-b]azepin-5(1H,4H,6H)-one